methyl 8-(1-hydroxyethyl)-2-methylimidazo[1,2-a]pyridine-6-carboxylate OC(C)C=1C=2N(C=C(C1)C(=O)OC)C=C(N2)C